N-(2-acetylphenyl)quinoline-2-amide C(C)(=O)C1=C(C=CC=C1)NC(=O)C1=NC2=CC=CC=C2C=C1